N=1C(=CN2C1C=CC=C2)C2=CC=C(C#N)C=C2 4-(imidazo[1,2-a]pyridine-2-yl)benzonitrile